(5-(6,6-dimethyl-3-azabicyclo[3.1.0]hex-3-yl)pyridin-3-yl)methanone CC1(C2CN(CC12)C=1C=C(C=NC1)C=O)C